FC1=CC(=C(C(=C1)C(C)C)CC(=O)N[S@@](=O)(=N)C=1SC(=CN1)C(C)(C)O)C(C)C |r| (S)- and (R)-2-(4-fluoro-2,6-diisopropyl-phenyl)-N-(5-(2-hydroxypropan-2-yl)thiazole-2-sulfonimidoyl)acetamide